N-(1-(5-bromopyridin-3-yl)ethyl)ethanesulfonamide BrC=1C=C(C=NC1)C(C)NS(=O)(=O)CC